O(P(OC1=C(C=C(C=C1)C(C)(C)C1=CC=CC=C1)C(C)(C)C1=CC=CC=C1)OP([O-])[O-])C1=C(C=C(C=C1)C(C)(C)C1=CC=CC=C1)C(C)(C)C1=CC=CC=C1 bis(2,4-dicumylphenyl) diphosphite